COC(CN(C(=N)C1CC1)C)OC N-(2,2-dimethoxyethyl)-N-methylcyclopropanecarboximidamide